CC1[C@@H]2CN([C@H](C1)C2)CC=2NC1=CC(=CC=C1C2)CN2C(C1=CN=CC=C1C=C2)=O |r| 2-[[2-[[rac-(1R,4R)-5-methyl-2-azabicyclo[2.2.1]heptan-2-yl]methyl]-1H-indol-6-yl]methyl]-2,7-naphthyridin-1-one